1,5-diphenyl-1H-pyrazole-3-carboxylic acid C1(=CC=CC=C1)N1N=C(C=C1C1=CC=CC=C1)C(=O)O